C(=C)C1=CC=CC(=N1)C=O 6-vinyl-pyridineformaldehyde